(3-bromo-5-chloro-2-(2-nitrocyclooctyl)thieno[3,2-b]pyridin-7-yl)(thiophen-2-ylmethyl)carbamic acid tert-butyl ester C(C)(C)(C)OC(N(CC=1SC=CC1)C1=C2C(=NC(=C1)Cl)C(=C(S2)C2C(CCCCCC2)[N+](=O)[O-])Br)=O